9,5-dimethylxanthene CC1C2=CC=CC(=C2OC=2C=CC=CC12)C